C(\C=C/CCCCCCCCCCCCCCCCCCCCC)(=O)O z-tetracosenic acid